(+/-)-2,2,5-trimethyl-5-pentylcyclopentanone CC1(C([C@@](CC1)(CCCCC)C)=O)C |r|